2-bromo-4-ethoxy-1,3-benzothiazole-6-carboxylic acid methyl ester COC(=O)C1=CC2=C(N=C(S2)Br)C(=C1)OCC